(S)-N'-((3',5',6',7'-tetrahydro-2'H-spiro[cyclopropane-1,1'-s-indacen]-8'-yl)carbamoyl)-6,7-dihydro-5H-pyrazolo[5,1-b][1,3]oxazine-3-sulfonimidamide C12(CCC3=CC=4CCCC4C(=C13)NC(=O)N=[S@@](=O)(N)C=1C=NN3C1OCCC3)CC2